(E)-(4-(1-(4-(2-(4-(2-(4-(2-(2,6-dioxopiperidin-3-yl)-1,3-dioxoisoindolin-5-yl)piperazin-1-yl)ethyl)piperidin-1-yl)ethoxy)phenyl)-2-phenylbut-1-en-1-yl)phenyl)boronic acid O=C1NC(CCC1N1C(C2=CC=C(C=C2C1=O)N1CCN(CC1)CCC1CCN(CC1)CCOC1=CC=C(C=C1)\C(=C(/CC)\C1=CC=CC=C1)\C1=CC=C(C=C1)B(O)O)=O)=O